tributylammonium uridine-5'-monophosphate P(=O)([O-])([O-])OC[C@@H]1[C@H]([C@H]([C@@H](O1)N1C(=O)NC(=O)C=C1)O)O.C(CCC)[NH+](CCCC)CCCC.C(CCC)[NH+](CCCC)CCCC